ClC=1C(=C2C=NNC2=C(C1F)NC(C)C)C=1N=CC=2N(C1)C=C(N2)NC(=O)C2C(C2)F N-(6-(5-chloro-6-fluoro-7-(isopropylamino)-1H-indazol-4-yl)imidazo[1,2-a]pyrazin-2-yl)-2-fluorocyclopropane-1-carboxamide